C1(=CC=CC=C1)NN[C@@H](CCSC)C(=O)NNCC(=O)NC1=CC=C2C=CC3=CC=CC4=CC=C1C2=C34 2-(2-(phenylaminomethionyl)hydrazino)-N-(pyrene-1-yl)acetamide